C(#N)C1=C(C=C(C=C1)N1CCC(CC1)C(=O)NC1=CC=C(C=N1)N1CCC(CC1)CN1[C@@H](CN(CC1)CC1CCN(CC1)C=1C=CC(=NC1)C(=O)OC)C)C(F)(F)F Methyl (R)-5-(4-((4-((1-(6-(1-(4-cyano-3-(trifluoromethyl)phenyl)piperidine-4-carboxamido)pyridin-3-yl)piperidin-4-yl)methyl)-3-methylpiperazin-1-yl)methyl)piperidin-1-yl)picolinate